5-(9-((4-(((tert-butoxycarbonyl)amino)methyl)-2-methylphenyl)carbamoyl)-4,5-dihydrobenzo[b]thieno[2,3-d]oxepin-8-yl)-6-(methoxycarbonyl)picolinic acid C(C)(C)(C)OC(=O)NCC1=CC(=C(C=C1)NC(=O)C1=CC2=C(OCCC3=C2SC=C3)C=C1C=1C=CC(=NC1C(=O)OC)C(=O)O)C